2,2'-methylenebis(4-isobutyl-6-tert-butylphenol) C(C1=C(C(=CC(=C1)CC(C)C)C(C)(C)C)O)C1=C(C(=CC(=C1)CC(C)C)C(C)(C)C)O